IC1=NNC2=C(C=CC=C12)OC 3-iodo-7-methoxy-1H-indazole